(aminooxy)-1-{4-[5-(trifluoromethyl)pyrimidin-2-yl]Piperazin-1-yl}ethanone hydrochloride Cl.NOCC(=O)N1CCN(CC1)C1=NC=C(C=N1)C(F)(F)F